CC(COC(COCCC)C)OCC(C)N 1-[1-methyl-2-(1-methyl-2-propoxyethoxy)ethoxy]-2-propylamine